chloro-γ-butyrolactone C1COC(=O)C1Cl